CC1=C(C(=CC=C1)C(=O)O)O cresotinic acid